NC1=C(SC2=NC(=CC=C21)C)C(=O)N[C@@H]2COC1=CC(=CC=C1C2)N2CCN(CC2)C(=O)OC(C)(C)C tert-Butyl (S)-4-(3-(3-amino-6-methylthieno[2,3-b]pyridine-2-carboxamido)chroman-7-yl)piperazine-1-carboxylate